CC=1C=C2C3(C(NC2=CC1)=O)CCC(CC3)N3C[C@H](CC3)NC(OCC)=O ethyl [(3S)-1-(5'-methyl-2'-oxo-1',2'-dihydrospiro[cyclohexane-1,3'-indol]-4-yl)pyrrolidin-3-yl]carbamate